[Cl-].C(CCCCCCCCCCCCCCC)[N+](C)(C)CCCCCCCCCCCCCCCC Dihexadecyl-dimethyl-ammonium chlorid